COC(=O)N1CC(N(CC1)C1=NC(=NO1)C1=CC(=C(C(=C1)NC(=O)C1=CN=C2N1C=CC=C2)C)F)C(C)C 4-(3-(3-fluoro-5-(imidazo[1,2-a]pyridine-3-carboxamido)-4-methylphenyl)-1,2,4-oxadiazol-5-yl)-3-isopropylpiperazine-1-carboxylic acid methyl ester